C(C)(C)(C)C1CCC(CC1)NC(=O)NC1=CC(=C(C(=C1)O)N1S(NC(C1)=O)(=O)=O)F 1-(4-tert-butylcyclohexyl)-3-[4-(1,1-dioxido-4-oxo-1,2,5-thiadiazolidin-2-yl)-3-fluoro-5-hydroxyphenyl]urea